(R)-3-((3-(3,4-dimethylphenyl)-5-fluoro-1-methoxyisoquinolin-8-yl)amino)-2,3-dihydrothiophene 1,1-dioxide CC=1C=C(C=CC1C)C=1N=C(C2=C(C=CC(=C2C1)F)N[C@H]1CS(C=C1)(=O)=O)OC